Lactic acid ethyl ester (ethyl lactate) C(C)C(C(=O)O)(O)C.C(C)OC(C(O)C)=O